NOCCNC(C1=C(C(=C(C=C1)OCC1=CC=C(C=C1)OC)OCC1=CC=C(C=C1)OC)Cl)=O N-(2-(aminooxy)ethyl)-2-chloro-3,4-bis((4-methoxybenzyl)oxy)benzamide